N[C@@H](CO)C1=NC=C(C=C1)SCC (R)-2-amino-2-(5-(ethylsulfanyl)pyridin-2-yl)ethanol